hydroxypyridinone C1=CC(=O)N(C=C1)O